C(C)(=O)OC1O[C@H]([C@H]([C@H]([C@@H]1OC(C)=O)OC(C)=O)OC(C)=O)C (3S,4R,5R,6S)-6-methyltetrahydro-2H-pyran-2,3,4,5-tetrayl tetraacetate